N-methoxy-N-methyl-5-(morpholinylmethyl)furan-2-carboxamide CON(C(=O)C=1OC(=CC1)CN1CCOCC1)C